ClC1=C(C2=C(C3=C(N=C(N(C3=O)CC=3OC(=CN3)C)C3=C(C=C(C=C3)OC)C3CC3)S2)C=C1)O 7-chloro-2-(2-cyclopropyl-4-methoxyphenyl)-8-hydroxy-3-((5-methyloxazol-2-yl)methyl)benzo[4,5]thieno[2,3-d]pyrimidin-4(3H)-one